C1(=CC=CC=C1)S(=O)(=O)NC(CC=1C=C(C(=NO)N)C=CC1)C=1SC2=C(N1)C=CC(=C2)OCCOC 3-[2-(benzenesulfonamido)-2-[6-(2-methoxyethoxy)-1,3-benzothiazol-2-yl]ethyl]-N'-hydroxy-benzamidine